2-(3,4,5-tris(benzyloxy)phenyl)chroman-3-yl 3,4,5-tris(benzyloxy)benzoate C(C1=CC=CC=C1)OC=1C=C(C(=O)OC2C(OC3=CC=CC=C3C2)C2=CC(=C(C(=C2)OCC2=CC=CC=C2)OCC2=CC=CC=C2)OCC2=CC=CC=C2)C=C(C1OCC1=CC=CC=C1)OCC1=CC=CC=C1